P.P.P.[Ru] ruthenium triphosphine